C(C)(C)(C)OC(=O)N[C@@H](CC(=O)OCC1=CC=CC=C1)C=1C=NC=C(C1)C1=C(C=CC=C1C)C (S)-benzyl 3-(tert-butoxycarbonylamino)-3-(5-(2,6-dimethylphenyl)pyridin-3-yl)propanoate